The molecule is a polyprenyl glycosyl phosphate consisting of alpha-D-abequosyl-(1->3)-alpha-D-mannosyl-(1->4)-alpha-L-rhamnosyl-(1->3)-beta-D-galactose attached at the 1-position to decaprenyl phosphate. It is a conjugate acid of an alpha-D-abequosyl-(1->3)-alpha-D-mannosyl-(1->4)-alpha-L-rhamnosyl-(1->3)-beta-D-galactosyl-1-diphosphodecaprenol(2-). C[C@@H]1[C@@H](C[C@H]([C@H](O1)O[C@H]2[C@@H]([C@H](O[C@@H]([C@H]2O)O[C@H]3[C@@H](O[C@H]([C@@H]([C@@H]3O)O)O[C@H]4[C@H]([C@H](O[C@H]([C@@H]4O)OP(=O)(O)OP(=O)(O)OC/C=C(/C)\\CC/C=C(/C)\\CC/C=C(/C)\\CC/C=C(/C)\\CC/C=C(/C)\\CC/C=C(/C)\\CC/C=C(/C)\\CC/C=C(/C)\\CC/C=C(\\C)/CCC=C(C)C)CO)O)C)CO)O)O)O